ClC=1C=CC=C2CCO[C@H](C12)[C@@H](C)N (R)-1-((R)-8-chloroisochroman-1-yl)ethan-1-amine